ClC=1C=C(C(=NC1)OC)S(=O)(=O)NC1=C(C(=C(C=C1)F)C=1C=C2C=NC(=NC2=CC1)N[C@@H](CO)C)F (R)-5-chloro-N-(2,4-difluoro-3-(2-(1-hydroxypropan-2-ylamino)quinazolin-6-yl)phenyl)-2-methoxypyridine-3-sulfonamide